ClC=1C=C(C(=O)O)C=C(C1N1C=C(C2=NC=C(C=C21)C=2C(=NOC2C)C)CC2CCC2)Cl 3,5-dichloro-4-(3-(cyclobutylmethyl)-6-(3,5-dimethylisoxazol-4-yl)-1H-pyrrolo[3,2-b]pyridin-1-yl)benzoic acid